1-cyclobutyl-3-methoxy-1H-pyrazol-4-amine C1(CCC1)N1N=C(C(=C1)N)OC